C(C(CCCCCCCCCCCCCCCCCCC)O)O heneicosan-1,2-diol